FC=1C=CC(=NC1)NC1=CC(=C(N=N1)C(=O)NC([2H])([2H])[2H])NC1=C2N(C[C@H]3N(C2=CC=C1)C(CC3)=O)C (S)-6-((5-fluoropyridin-2-yl)amino)-N-(methyl-d3)-4-((5-methyl-1-oxo-1,2,3,3a,4,5-hexahydropyrrolo[1,2-a]quinoxalin-6-yl)amino)pyridazine-3-carboxamide